C(N)(OCCCC(C)=O)=O (3-oxobutyl)-methyl carbamate